1-[2-(aminomethyl)-3,3-difluoro-allyl]-3-[[5-(1-ethylpyrazol-4-yl)-2-thienyl]methyl]imidazol-2-one trifluoroacetate FC(C(=O)O)(F)F.NCC(CN1C(N(C=C1)CC=1SC(=CC1)C=1C=NN(C1)CC)=O)=C(F)F